N-[3-(triethoxysilyl)propyl]-5-amino-3-[3-(triethoxysilyl)propylthio]-1H-1,2,4-triazole-1-carboxamide C(C)O[Si](CCCNC(=O)N1N=C(N=C1N)SCCC[Si](OCC)(OCC)OCC)(OCC)OCC